[Na+].[Na+].N(C1=CC=CC=C1)C=1C(=C(C(=C(C1C=CC1=CC=CC=C1)S(=O)(=O)[O-])N)C1=NN=NC=C1)N1CCOCC1.N(C1=CC=CC=C1)C=1C(=C(C(=C(C1C=CC1=CC=CC=C1)S(=O)(=O)[O-])N)C1=NN=NC=C1)N1CCOCC1 anilinomorpholinotriazinyl-aminostilbenesulfonic acid disodium salt